CN(C1=CC(=C(C=C1)OC)NC(CN1CC(C1)O)=O)C=1C(OC2=CC=CC=C2C1)=O (N-methyl-N-(3-(2-(3-hydroxyazetidin-1-yl)-acetylamino)-4-methoxyphenyl)-amino)coumarin